Br[C@H](C(=O)OCCCCCCCC)F octyl (2R)-2-bromo-2-fluoro-acetate